[4-[5-[(1R)-3-(benzyloxycarbonylamino)-1-methyl-propoxy]-1-tetrahydropyran-2-yl-indazol-3-yl]-6-pyrrolidin-1-yl-pyrimidin-2-yl]methyl acetate C(C)(=O)OCC1=NC(=CC(=N1)C1=NN(C2=CC=C(C=C12)O[C@@H](CCNC(=O)OCC1=CC=CC=C1)C)C1OCCCC1)N1CCCC1